[5-oxo-2-[(8aR)-3,4,6,7,8,8a-hexahydro-1H-pyrrolo[1,2-a]pyrazin-2-yl]thiazolo[3,2-a]pyrimidin-7-yl] 4-methylbenzenesulfonate CC1=CC=C(C=C1)S(=O)(=O)OC=1N=C2N(C(C1)=O)C=C(S2)N2C[C@@H]1N(CC2)CCC1